FC1(CN(CC12CCC2)C=2C=1C(N=CN2)=NN(C1)C=1C(NC(NC1)=O)=O)F 5-[4-(8,8-difluoro-6-azaspiro[3.4]oct-6-yl)pyrazolo[3,4-d]pyrimidin-2-yl]-1H-pyrimidine-2,4-dione